(S)-4-(2-(2-(3,4-Dimethoxyphenyl)acetamido)-2-(4-ethylthiazol-2-yl)ethyl)-phenylsulfamic acid COC=1C=C(C=CC1OC)CC(=O)N[C@@H](CC1=CC=C(C=C1)NS(O)(=O)=O)C=1SC=C(N1)CC